rac-1-methoxy-propan COCCC